CN1N=C(C(=C1)C=1C=NC=C(C1)B1OC(C(O1)(C)C)(C)C)C 3-(1,3-dimethyl-1H-pyrazol-4-yl)-5-(4,4,5,5-tetramethyl-1,3,2-dioxaborolan-2-yl)pyridine